2-[[13-chloro-11-(difluoromethyl)-8-(2,6-difluorophenyl)-5-methyl-3,4,7,9,12-pentazatricyclo[8.4.0.02,6]tetradeca-1(10),2(6),4,11,13-pentaen-3-yl]methoxy]ethyl-trimethyl-silane ClC=1N=C(C=2NC(NC=3C(=NN(C3C2C1)COCC[Si](C)(C)C)C)C1=C(C=CC=C1F)F)C(F)F